3-hydroxy-5,6,7,8,3',4'-hexamethoxyflavone OC1=C(OC2=C(C(=C(C(=C2C1=O)OC)OC)OC)OC)C1=CC(=C(C=C1)OC)OC